N-(1-(4-(trifluoromethyl)benzyl)-1H-pyrrolo[2,3-b]pyridin-5-yl)acrylamide FC(C1=CC=C(CN2C=CC=3C2=NC=C(C3)NC(C=C)=O)C=C1)(F)F